6-methoxy-2-((tetrahydrofuran-3-yl)methyl)-2H-indazole-5-carboxylic acid COC=1C(=CC2=CN(N=C2C1)CC1COCC1)C(=O)O